5-((3-(dimethylamino)azetidin-1-yl)methyl)-N-(5-fluoro-1-methyl-1H-benzo[d]imidazol-2-yl)benzo[d]oxazol-2-amine CN(C1CN(C1)CC=1C=CC2=C(N=C(O2)NC2=NC3=C(N2C)C=CC(=C3)F)C1)C